FC(C1=NC=CC(=N1)C(CC=O)=O)(F)F 3-[2-(trifluoromethyl)pyrimidin-4-yl]propane-1,3-dione